[2-(difluoromethoxy)-4-[4-hydroxy-2-methyl-6-(1-methylpyrazol-4-yl)indazol-3-yl]-6-methoxyphenyl]-[3-hydroxy-3-(trifluoromethyl)azetidin-1-yl]methanone FC(OC1=C(C(=CC(=C1)C=1N(N=C2C=C(C=C(C12)O)C=1C=NN(C1)C)C)OC)C(=O)N1CC(C1)(C(F)(F)F)O)F